CC1(CN(C1)C(=O)OC(C)(C)C)C tert-Butyl 3,3-dimethylazetidine-1-carboxylate